C1(=CC=CC=C1)[C@@H](CC1=C(C(=O)[O-])C=CC(=C1)[C@@H]1CC[C@H](CC1)CCCCC)C1=C(C(=O)[O-])C=CC(=C1)[C@@H]1CC[C@H](CC1)CCCCC (R)-1-phenyl-1,2-ethanediylbis[4-(trans-4-pentylcyclohexyl) benzoate]